N=1C=CN2C1C=C(C=C2)OC2=C(C=C(C=C2)NC2=NC=NN1C2=C(C=C1)C1CN(C1)C(=O)OC(C)(C)C)C tert-butyl 3-(4-((4-(imidazo[1,2-a]pyridin-7-yloxy)-3-methylphenyl)amino)pyrrolo[2,1-f][1,2,4]triazin-5-yl)azetidine-1-carboxylate